COC(=O)C1=NC2=CC=C(C=C2C(=C1)C(C(=O)OC(C)(C)C)C(C)=O)Br 6-bromo-4-(1-(tert-butoxy)-1,3-dioxobutan-2-yl)quinoline-2-carboxylic acid methyl ester